CC1=CC=CC2=C(C3=C(C=CC=C3C(=C12)OC(=O)CCC(=O)O)C)OC(=O)CCC(=O)O 1,5-Dimethyl-9,10-bis(2-carboxyethyl)carbonyloxyanthracene